N-(1-(6-chloro-4-((2,2,2-trifluoroethyl)amino)pyridin-2-yl)cyclopropyl)-3-(2,4-difluorophenyl)-3-hydroxybutanamide ClC1=CC(=CC(=N1)C1(CC1)NC(CC(C)(O)C1=C(C=C(C=C1)F)F)=O)NCC(F)(F)F